ClC=1C(=NC(=NC1)NC1CCOCC1)C1=CC=C2CN(C(C2=C1)=O)CC(=O)NC(C)C=1N=C(SC1)C 2-(6-{5-chloro-2-[(oxan-4-yl)amino]pyrimidin-4-yl}-1-oxo-2,3-dihydro-1H-isoindol-2-yl)-N-[1-(2-methyl-1,3-thiazol-4-yl)ethyl]acetamide